OC(CC(C(=O)OC)=C)C1=C(C=CC=C1)C=1C=NN(C1)CCN1CCOCC1 methyl 4-hydroxy-2-methylene-4-(2-(1-(2-morpholinoethyl)-1H-pyrazol-4-yl)phenyl)butanoate